C(C1=CC=CC=C1)OC(=O)N1C(CCCC1)NN hydrazinylpiperidine-1-carboxylic acid benzyl ester